Br.BrC1=C(C=2CC(C2C(=C1)OC)CN)OC (3-bromo-2,5-dimethoxy-7-bicyclo[4.2.0]octa-1(6),2,4-trienyl)methanamine hydrobromide